2-(5-(4-(2-(7-amino-2-(furan-2-yl)-[1,2,4]triazolo[1,5-a][1,3,5]triazine-5-ylamino)ethyl)-phenyl)-2H-tetrazol-2-yl)acetonitrile NC1=NC(=NC=2N1N=C(N2)C=2OC=CC2)NCCC2=CC=C(C=C2)C=2N=NN(N2)CC#N